Cl.NC1CCC(CC1)SCC1=NC2=CC(=CC(=C2C(N1)=O)F)OCC1CCOCC1 2-[(4-aminocyclohexyl)sulfanylmethyl]-5-fluoro-7-(tetrahydropyran-4-ylmethoxy)-3H-quinazolin-4-one hydrochloride